ethyl-6-trifluoromethyl-3,4-dihydro-2H-quinoline-1-carboxylate C(C)OC(=O)N1CCCC2=CC(=CC=C12)C(F)(F)F